(5-chloro-4-fluoro-1H-indazol-7-yl)(3,3-difluoro-1-methylcyclobutyl)methanone ClC=1C(=C2C=NNC2=C(C1)C(=O)C1(CC(C1)(F)F)C)F